tert-butyl 4-[4-(4-{1-[(tert-butoxy)carbonyl]-1,2,3,6-tetrahydropyridin-4-yl}-3-methoxythiophene-2-amido)phenyl]-1,2,3,6-tetrahydropyridine-1-carboxylate C(C)(C)(C)OC(=O)N1CCC(=CC1)C=1C(=C(SC1)C(=O)NC1=CC=C(C=C1)C=1CCN(CC1)C(=O)OC(C)(C)C)OC